ClC=1C=C(CNC([C@@H](CCNC(OCC2C3=CC=CC=C3C=3C=CC=CC23)=O)NCCC(CCC2=CC=CC=C2)=O)=O)C=CC1Cl (R)-(9H-fluoren-9-yl)methyl (4-((3,4-dichlorobenzyl)amino)-4-oxo-3-((3-oxo-5-phenylpentyl)amino)butyl)carbamate